4-(1,3-dimethyl-2-oxo-2,3-dihydro-1H-benzimidazol-5-yl)-3,6-dihydropyridine-1(2H)-carboxylic acid tert-butyl ester C(C)(C)(C)OC(=O)N1CCC(=CC1)C1=CC2=C(N(C(N2C)=O)C)C=C1